6-bromo-5-methoxynicotinic acid methyl ester COC(C1=CN=C(C(=C1)OC)Br)=O